BrC=1C2(C3=CC(=C(C=C3C1)C)C)CCC1(CC2)NC(NC1=O)=O (1's,1''s)-2''-bromo-5'',6''-dimethyldispiro[imidazolidine-4,1'-cyclohexane-4',1''-indene]-2,5-dione